(6-(5-chloro-6-fluoro-7-(isopropylamino)-1H-indazol-4-yl)imidazo[1,2-a]pyrazin-2-yl)carbamic acid methyl ester COC(NC=1N=C2N(C=C(N=C2)C2=C3C=NNC3=C(C(=C2Cl)F)NC(C)C)C1)=O